2-hydroxy-4-(2-hydroxyethoxyphenyl)-2-methylbenzophenone OC1(C(C(=O)C2=CC=CC=C2)C=CC(=C1)C1=C(C=CC=C1)OCCO)C